COC(C(C)(C)NCCN([C@@H](C)C1=C(C(=CC(=C1)F)Cl)COC1=CC=C(C=C1)OC)C(=O)OC(C)(C)C)=O.C(C)(C)(C)C1=C(O)C(=C(C(=C1C(C)(C)C)O)C(C)(C)C)C(C)(C)C 2,3,5,6-tetra-tertiary butyl-hydroquinone methyl-(S)-2-(2-(tert-butoxycarbonyl-(1-(3-chloro-5-fluoro-2-((4-methoxyphenoxy)methyl)phenyl)ethyl)amino)ethylamino)-2-methylpropionate